CC1=C(C=C(C(=C1)C1=C(C=CC(=C1)C)C)C)N=NN=NC1=C(C=CC2=CC=CC=C12)O 1-(2,5-dimethyl-4-(2,5-dimethylphenyl)phenyldiazenyl)azonaphthalen-2-ol